5-iodo-N-methyl-7-(trifluoromethyl)thieno[3,2-b]pyridine-3-carboxamide IC1=CC(=C2C(=N1)C(=CS2)C(=O)NC)C(F)(F)F